BrC[C@](C(=O)O)(C)O (R)-3-bromo-2-hydroxy-2-methylpropanoic acid